OC=1NC2=CC=CC=C2C1N=NC(=S)NC1=C(C=CC=C1)C 1-[(2-hydroxy-1H-indol-3-yl)imino]-3-(2-methylphenyl)thiourea